BrC=1C(=CC(=NC1)N)Cl 5-bromo-4-chloropyridin-2-amine